ClC1=C(C=CC=C1)NC(=O)NC(C1=C(C=C(C(=C1)C#N)C(F)(F)F)F)=O N-((2-chlorophenyl)carbamoyl)-5-cyano-2-fluoro-4-(trifluoromethyl)benzamide